N-(3-(5-chloro-2-methoxyphenyl)-1-(2-(3-cyanopyrrolidin-1-yl)-2-oxoethyl)-1H-pyrazol-4-yl)pyrazolo[1,5-a]pyrimidine-3-carboxamide ClC=1C=CC(=C(C1)C1=NN(C=C1NC(=O)C=1C=NN2C1N=CC=C2)CC(=O)N2CC(CC2)C#N)OC